1,4-bis((2-heptyl)dodecyloxy)benzene CC(CCCCC)CCCCCCCCCCCCOC1=CC=C(C=C1)OCCCCCCCCCCCCC(C)CCCCC